6-(7,8-dimethyl-[1,2,4]triazolo[4,3-b]pyridazin-6-yl)-N-(tetrahydropyran-3-ylmethyl)-7,8-dihydro-5H-1,6-naphthyridine-3-carboxamide CC1=C(C=2N(N=C1N1CC=3C=C(C=NC3CC1)C(=O)NCC1COCCC1)C=NN2)C